5-bromo-2-isopropoxybenzoyl chloride BrC=1C=CC(=C(C(=O)Cl)C1)OC(C)C